8-methoxy-6-[7-(3-morpholinopropoxy)imidazo[1,2-a]pyridin-3-yl]-2-(2,2,2-trifluoroethyl)-3,4-dihydroisoquinolin-1-one COC=1C=C(C=C2CCN(C(C12)=O)CC(F)(F)F)C1=CN=C2N1C=CC(=C2)OCCCN2CCOCC2